C(C)C(C)CCC(C#CC(CCC(C)CC)(O)CC)(O)CC 2,5,8,11-tetraethyl-6-dodecyne-5,8-diol